[Si](C1=CC=CC=C1)(C1=CC=CC=C1)(C(C)(C)C)OCCCC1=C(N=C(S1)N1CCCC2=C1N=NC(=C2C)Cl)C(=O)OC methyl 5-[3-[tert-butyl(diphenyl)silyl]oxypropyl]-2-(3-chloro-4-methyl-6,7-dihydro-5H-pyrido[2,3-c]pyridazin-8-yl)thiazole-4-carboxylate